mevalonic acid C(C[C@@](O)(C)CCO)(=O)O